Cl.BrC=1C=C2\C(\C(N(C2=CC1)CCCN(C)C)=O)=C\1/C(N(C2=CC=CC=C12)C)=O (E)-5-bromo-1-(3-(dimethylamino)propyl)-1'-methyl-[3,3'-biindolinylidene]-2,2'-dione hydrochloride